OC1(C(C=O)C=CC=C1)O o-hydroxysalicylaldehyde